1-(3-Bromopropyl)-2,4-difluorobenzene BrCCCC1=C(C=C(C=C1)F)F